6-[[6-[4-Chloro-3-(difluoromethoxy)phenyl]pyrazin-2-yl]methyl]-2-methyl-8-oxa-2,6-diazaspiro[3.4]octan-7-one ClC1=C(C=C(C=C1)C1=CN=CC(=N1)CN1CC2(CN(C2)C)OC1=O)OC(F)F